(cis)-3-amino-1-methylcyclobutan-1-ol NC1CC(C1)(O)C